BrC1=C(C=C(C=C1)C=1C=NC=CC1C)O 2-Bromo-5-(4-methylpyridin-3-yl)phenol